C(C)(C)(C)SCC(=O)C1=CC=C(C=C1)C1=NOC(=N1)C(F)(F)Cl 2-(tert-butylthio)-1-(4-(5-(chlorodifluoromethyl)-1,2,4-oxadiazol-3-yl)phenyl)ethan-1-one